1-(trans-2-cyanocyclopentyl)-3-[(1-hydroxy-3H-2,1-benzoxaborol-6-yl)amino]pyrazole-4-carboxamide C(#N)[C@H]1[C@@H](CCC1)N1N=C(C(=C1)C(=O)N)NC1=CC2=C(COB2O)C=C1